[I-].C[N+]1(CCC(CC1)=O)C 1,1-dimethyl-4-oxopiperidin-1-ium iodide